C(C)(C)(C)OC(=O)N(C=1SC(=C(N1)C(=O)OC)CCCOC1=C(C=C(C=C1)C#CCN(C)C(=O)OC(C)(C)C)F)CCN(C)C methyl 2-[tert-butoxycarbonyl-[2-(dimethylamino)ethyl]amino]-5-[3-[4-[3-[tert-butoxycarbonyl(methyl)amino]prop-1-ynyl]-2-fluoro-phenoxy]propyl]thiazole-4-carboxylate